3-(2-aminoethyl)-3-aminopropyltrimethoxysilane NCCC(CC[Si](OC)(OC)OC)N